(S)-(2-phenylpiperazin-1-yl)(3-((2-(trifluoromethoxy)phenyl)ethynyl)-1H-indazol-5-yl)methanone C1(=CC=CC=C1)[C@@H]1N(CCNC1)C(=O)C=1C=C2C(=NNC2=CC1)C#CC1=C(C=CC=C1)OC(F)(F)F